5-(trifluoromethyl)-1H-pyrrolo[2,3-b]pyridine-2-carboxylic acid FC(C=1C=C2C(=NC1)NC(=C2)C(=O)O)(F)F